FC(C(=O)O)(F)F.FC(C1=CC=C(C=C1)N1CCCC1)(F)F (4-(trifluoromethyl)phenyl)pyrrolidine 2,2,2-trifluoroacetate